FC1=C(C(=CC=C1)F)N1N=C(C(=C1)NC1=CC=C(C=C1)C(NCC)=O)C(=O)N 1-(2,6-difluorophenyl)-4-((4-(ethylcarbamoyl)phenyl)amino)-1H-pyrazole-3-carboxamide